5-[1-[(4-Benzyloxyphenyl)-methyl-carbamoyl]indolizin-3-yl]-6-[(3R)-3-methyl-3,4-dihydro-1H-isoquinoline-2-carbonyl]isoindoline-2-carboxylic acid tert-butyl ester C(C)(C)(C)OC(=O)N1CC2=CC(=C(C=C2C1)C1=CC(=C2C=CC=CN12)C(N(C)C1=CC=C(C=C1)OCC1=CC=CC=C1)=O)C(=O)N1CC2=CC=CC=C2C[C@H]1C